(2S)-3-hydroxy-2-phenyl-1-{2-[1-(2,2,2-trifluoroethyl)pyrazol-4-ylsulfonyl]-4H,6H-pyrrolo[3,4-c]pyrazol-5-yl}propan-1-one OC[C@@H](C(=O)N1CC2=NN(C=C2C1)S(=O)(=O)C=1C=NN(C1)CC(F)(F)F)C1=CC=CC=C1